N1=C(C=NC=C1)C(=O)N1C[C@H]2CN3C(C=CC(=C3[C@@H](C1)C2)C2=CC=C(C=C2)OC(F)(F)F)=O (1R,9S)-11-(2-pyrazinylcarbonyl)-3-[4-(trifluoromethoxy)phenyl]-7,11-diazatricyclo[7.3.1.02,7]trideca-2,4-dien-6-one